2-(trimethylsilyl)ethyl (2S,3S)-3-[5-bromo-1-(4-chlorophenyl)-7-fluoro-1-hydroxy-3-oxo-2,3-dihydro-1H-isoindol-2-yl]-3-(4-chlorophenyl)-2-methylpropanoate BrC=1C=C2C(N(C(C2=C(C1)F)(O)C1=CC=C(C=C1)Cl)[C@@H]([C@@H](C(=O)OCC[Si](C)(C)C)C)C1=CC=C(C=C1)Cl)=O